C(CCCCCCCCCCC)CN([O-])C.C(CCCCCCCCCCC)[NH2]=O lauryl-amine oxide (lauryl-dimethyl-aminoxide)